N-[(5-cyano-2-cyclopropylphenyl)-methyl]-4-(difluoromethoxy)-3-fluorobenzamide C(#N)C=1C=CC(=C(C1)CNC(C1=CC(=C(C=C1)OC(F)F)F)=O)C1CC1